CN(S(=O)(=O)C1=C(C=CC=C1)NC=1C2=C(N=C(N1)NC1=CC=C(C=C1)N1CCOCC1)NC=C2C=2C=NNC2)C N,N-dimethyl-2-((2-((4-morpholinophenyl)amino)-5-(1H-pyrazol-4-yl)-7H-pyrrolo[2,3-d]pyrimidin-4-yl)amino)benzenesulfonamide